O=C1NC(CC[C@@H]1N1C(C2=CC=C(C=C2C1)N1CCN(CC1)C(=O)C1CCN(CC1)C(=O)OCC1=CC=CC=C1)=O)=O Benzyl (S)-4-(4-(2-(2,6-dioxopiperidin-3-yl)-1-oxoisoindolin-5-yl)piperazine-1-carbonyl)piperidine-1-carboxylate